ClC1=C(C=C(C(=O)N(C)[C@H](C)C2=NNC(C3=CC(=C(C=C23)F)F)=O)C=C1F)F (R)-4-chloro-N-(1-(6,7-difluoro-4-oxo-3,4-dihydrophthalazin-1-yl)ethyl)-3,5-difluoro-N-methylbenzamide